1-decyl-3-[(2S)-1-methyl-2-pyrrolidinyl]pyridinium iodide [I-].C(CCCCCCCCC)[N+]1=CC(=CC=C1)[C@H]1N(CCC1)C